ClC1=C(C=C(C=C1)F)N1C(C2(C3=C1N=C(N=C3)NC3CCNCC3)CC2)=O 7'-(2-Chloro-5-fluorophenyl)-2'-(piperidin-4-ylamino)spiro[cyclopropane-1,5'-pyrrolo[2,3-d]pyrimidin]-6'-one